FC(C1CCC(CC1)CC(=O)C1NCCC(C1)N1C(NC2=C1C=CC=C2)=O)(F)F 1-(2-(((1s,4s)-4-(trifluoromethyl)cyclohexyl)acetyl)piperidin-4-yl)-1H-benzo[d]imidazol-2(3H)-one